sodium N-ethyl-N-(3-sulfopropyl)aniline C(C)N(C1=CC=CC=C1)CCCS(=O)(=O)O.[Na]